2,6-dimethylphenyl 2-bromoacetate BrCC(=O)OC1=C(C=CC=C1C)C